CC1=CC(=NN1C1=CC=C(C=C1)C1CCCN2C1=NS(CC2)(=O)=O)C(F)(F)F 9-{4-[5-methyl-3-(trifluoromethyl)-1H-pyrazol-1-yl]phenyl}-3,4,6,7,8,9-hexahydropyrido[2,1-c][1,2,4]thiadiazine 2,2-dioxide